FC1(CN(CC1)C1=NC=CC(=C1C1=NC2=C(N1)COC1(C2)CCC1)C1=CC=CC=C1)F 2'-(2-(3,3-difluoropyrrolidin-1-yl)-4-phenylpyridin-3-yl)-4',7'-dihydro-3'H-spiro[cyclobutane-1,6'-pyrano[3,4-d]imidazole]